tris(2,6-dimethoxy-phenyl)phosphine methyl-(R)-3-fluoropyrrolidine-1-carboxylate COC(=O)N1C[C@@H](CC1)F.COC1=C(C(=CC=C1)OC)P(C1=C(C=CC=C1OC)OC)C1=C(C=CC=C1OC)OC